S(=O)(=O)(O)C1=CC=C(C=C1)SSC1=CC=C(C=C1)S(=O)(=O)O bis-(p-sulfophenyl) disulfide